(6R,8R)-N-(5-chloro-6-(2H-1,2,3-triazol-2-yl)pyridin-3-yl)-8-(1-(difluoromethyl)-1H-pyrazol-3-yl)-2-fluoro-8-methyl-7,8-dihydro-6H-cyclopenta[e]pyrazolo[1,5-a]pyrimidine-6-carboxamide ClC=1C=C(C=NC1N1N=CC=N1)NC(=O)[C@@H]1C[C@@](C2=C1C=NC=1N2N=C(C1)F)(C)C1=NN(C=C1)C(F)F